COCC(CNC1=NN=C(C2=CC=CC=C12)C1=CC=C(C=C1)C(F)(F)F)(O)C 1-methoxy-2-methyl-3-((4-(4-(trifluoromethyl)phenyl)phthalazin-1-yl)amino)propan-2-ol